2-(1-methyl-1H-pyrazol-4-yl)-N-(tetrahydro-2H-pyran-4-yl)-1H-pyrrolo[3,2-c]pyridin-6-amine CN1N=CC(=C1)C1=CC=2C=NC(=CC2N1)NC1CCOCC1